FC(C1(CC1)C(=O)N1CC2(C1)CNC[C@H]2C(=O)O)(F)F (S)-2-(1-(trifluoromethyl)cyclopropane-1-carbonyl)-2,6-diazaspiro[3.4]octane-8-carboxylic acid